2-(1,4-dioxane-2-yl)-1-(4-(trifluoromethyl)phenyl)-9H-pyrrolo[1,2-a]indol-9-one O1C(COCC1)C=1C(=C2N(C=3C=CC=CC3C2=O)C1)C1=CC=C(C=C1)C(F)(F)F